N-((1R,5S,6s)-3-oxabicyclo[3.1.0]hexan-6-yl)-4-methoxy-5-(pyrazolo[1,5-a]pyridin-5-yl)-7H-pyrrolo[2,3-d]pyrimidin-2-amine [C@H]12COC[C@@H]2C1NC=1N=C(C2=C(N1)NC=C2C2=CC=1N(C=C2)N=CC1)OC